FC=1C=C(COC=2C=C3N(C(N2)=O)CC24N3CC(C2)C4)C=CC1OC1=CC(=CC=C1)C(F)(F)F 3-((3-fluoro-4-(3-(trifluoromethyl)phenoxy)benzyl)oxy)-7,8-dihydro-1H,6H,9H-7,8a-methanopyrrolo[1',2':3,4]imidazo[1,2-c]pyrimidin-1-one